The molecule is an organophosphate oxoanion obtained by deprotonation of the phosphate OH group of trans,octacis-decaprenylphospho-beta-D-ribofuranose; major species at pH 7.3. It is a conjugate base of a trans,octacis-decaprenylphospho-beta-D-ribofuranose. CC(=CCC/C(=C/CC/C(=C\\CC/C(=C\\CC/C(=C\\CC/C(=C\\CC/C(=C\\CC/C(=C\\CC/C(=C\\CC/C(=C\\COP(=O)([O-])O[C@H]1[C@@H]([C@@H]([C@H](O1)CO)O)O)/C)/C)/C)/C)/C)/C)/C)/C)/C)C